1-[(2R)-2-[[4-[[6-(1-hydroxyethyl)-3-isopropyl-imidazo[1,2-a]pyridin-8-yl]amino]-1-piperidinyl]methyl]morpholin-4-yl]prop-2-en-1-one OC(C)C=1C=C(C=2N(C1)C(=CN2)C(C)C)NC2CCN(CC2)C[C@@H]2CN(CCO2)C(C=C)=O